4-[2-[2-[2-(Aminomethyl)-1-piperidyl]ethoxy]ethylamino]-2-(2,6-dioxo-3-piperidyl)isoindoline-1,3-dione NCC1N(CCCC1)CCOCCNC1=C2C(N(C(C2=CC=C1)=O)C1C(NC(CC1)=O)=O)=O